ClC=1C(=NC(=C(C1)OC)[N+](=O)[O-])[N+](=O)[O-] 3-chloro-5-methoxy-2,6-dinitropyridine